tert-butyl (R)-7-(4-fluorobenzyl)-2-(((methylsulfonyl)oxy)methyl)-2,3-dihydro-1H-pyrido[2,3-b][1,4]oxazine-1-carboxylate FC1=CC=C(CC2=CC3=C(OC[C@@H](N3C(=O)OC(C)(C)C)COS(=O)(=O)C)N=C2)C=C1